2-[(3,5-dimethylphenyl)amino]-4-[(1-oxo-1,2,3,4-tetrahydroisoquinolin-5-yl)amino]pyrimidine-5-carboxamide CC=1C=C(C=C(C1)C)NC1=NC=C(C(=N1)NC1=C2CCNC(C2=CC=C1)=O)C(=O)N